5-(tert-butyl)-2-hydroxy-4-methoxybenzoic acid C(C)(C)(C)C=1C(=CC(=C(C(=O)O)C1)O)OC